C(C(=C)C)(=O)[O-].C(O)[P+](CO)(CO)CO tetra-methylolphosphorus methacrylate